CC1=C(OC2=C(C=C(C=C2C1=O)C)C(C)NC1=C(C=CC=C1)S(=O)(=O)CC(=O)N)C=1C=C2C=C(NC2=CC1)C [2-[1-[3,6-dimethyl-2-(2-methylindol-5-yl)-4-oxo-chromen-8-yl]ethylamino]phenyl]sulfonylacetamide